OC[C@H](C1=CC=CC=C1)NC1=CC(=NC=C1C1=NC=NO1)NC1=CC=C2C(=N1)N(N(C2=O)C)C(C)C (S)-6-((4-((2-hydroxy-1-phenylethyl)amino)-5-(1,2,4-oxadiazol-5-yl)pyridin-2-yl)amino)-1-isopropyl-2-methyl-1,2-dihydro-3H-pyrazolo[3,4-b]pyridin-3-one